C(C)(C)C=1C(=NNC1C=1C=C(C=2N(C1)N=CN2)C)CNC 1-(4-isopropyl-5-(8-methyl-[1,2,4]triazolo[1,5-a]pyridin-6-yl)-1H-pyrazol-3-yl)-N-methylmethanamine